Benzyl 4-(2-chloro-4-(2,4-dioxo-3-((2-(trimethylsilyl)ethoxy)methyl)tetrahydropyrimidin-1(2H)-yl)-7H-pyrrolo[2,3-d]pyrimidin-7-yl)piperidine-1-carboxylate ClC=1N=C(C2=C(N1)N(C=C2)C2CCN(CC2)C(=O)OCC2=CC=CC=C2)N2C(N(C(CC2)=O)COCC[Si](C)(C)C)=O